tert-butyl ((3-bromo-6-isopropylpyridine-2-yl)methyl)(2,2-difluoroethyl)carbamate BrC=1C(=NC(=CC1)C(C)C)CN(C(OC(C)(C)C)=O)CC(F)F